C(=O)(O)[C@H](O)[C@@H](O)C(=O)O.N[C@H](C(=O)OCC)CCCl ethyl L-2-amino-4-chlorobutyrate-L-tartrate salt